3α-(1H-imidazol-1-yl)-17-(1H-benzimidazol-1-yl)androsta-5,16-diene N1(C=NC=C1)[C@H]1CC2=CC[C@H]3[C@@H]4CC=C([C@@]4(C)CC[C@@H]3[C@]2(CC1)C)N1C=NC2=C1C=CC=C2